N1C(OC(C2=C1C=CC=C2)=O)=O 1H-benzo[d][1,3]oxazine-2,4-dione